FC1=CC=C(C=C1)C(=O)N1C(C2=C(CC1)C=C(S2)C2=NOC(=N2)C(F)(F)F)C (4-fluorophenyl)(7-methyl-2-(5-(trifluoromethyl)-1,2,4-oxadiazol-3-yl)-4,7-dihydrothieno[2,3-c]pyridin-6(5H)-yl)methanone